N-{(6S,7aS)-2-[4-(2,6-difluorophenyl)pyrazolo[1,5-a]pyridin-3-yl]-3-oxohexahydro-1H-pyrrolo[1,2-c]imidazol-6-yl}methanesulfonamide FC1=C(C(=CC=C1)F)C=1C=2N(C=CC1)N=CC2N2C(N1[C@H](C2)C[C@@H](C1)NS(=O)(=O)C)=O